tert-butyl (6S)-6-(hydroxymethyl)-2,5-dioxa-8-azaspiro[3.5]nonane-8-carboxylate OC[C@H]1OC2(COC2)CN(C1)C(=O)OC(C)(C)C